N,N'-di(p-nitrosophenyl)-6-methyl-m-phenylenediamine N(=O)C1=CC=C(C=C1)NC1=CC(=CC=C1C)NC1=CC=C(C=C1)N=O